1-{3-chloro-5H,6H,7H-cyclopenta[c]pyridin-1-yl}imidazole ClC1=CC2=C(C(=N1)N1C=NC=C1)CCC2